tert-Butyl 2,4-dichloro-3-formylbenzoate ClC1=C(C(=O)OC(C)(C)C)C=CC(=C1C=O)Cl